FC=1C=C(C=CC1C(F)(F)F)S(=O)(=O)N1CC(OCC1)C1=C(SC2=C1C=CC=C2)C(=O)N [4-[3-Fluoro-4-(trifluoromethyl)phenyl]-sulfonylmorpholin-2-yl]benzothiophen-2-carboxamid